1-[6-(aminomethyl)pyridin-2-yl]-N,N-dimethylazetidin-3-amine NCC1=CC=CC(=N1)N1CC(C1)N(C)C